FC=1C(=C(C=CC1C(F)(F)F)C1(CC1)C(=O)NC1CN(CCC(C1)C)C1=NN=NN1)O 1-(3-fluoro-2-hydroxy-4-(trifluoromethyl)phenyl)-N-(5-methyl-1-(1H-tetrazol-5-yl)azepan-3-yl)cyclopropane-1-carboxamide